[2-[1-(cyclopropylmethyl)-6-[1-(pyrrolidine-1-carbonyl)piperidin-2-yl]pyrrolo[2,3-b]pyridin-2-yl]-5-methoxy-3-methylimidazo[1,2-a]pyridin-7-yl]methanone C1(CC1)CN1C(=CC=2C1=NC(=CC2)C2N(CCCC2)C(=O)N2CCCC2)C=2N=C1N(C(=CC(=C1)C=O)OC)C2C